1-(ethoxycarbonyl)-5-fluoroimidazo[1,5-a]pyridin-6-ylboronic acid C(C)OC(=O)C=1N=CN2C1C=CC(=C2F)B(O)O